Cl.NCC1=CC(=C(CNC(=O)[C@H]2[C@@H](CC[C@H](C2)C)C(C)C)C=C1)F (1R,2S,5R)-N-(4-(aminomethyl)-2-fluorobenzyl)-2-isopropyl-5-methylcyclohexanecarboxamide hydrochloride